N1(N=CN=C1)CCN1CCC2=C(C(=CC=C12)C1=C(C=CC(=C1)F)[N+](=O)[O-])F 1-(2-(1H-1,2,4-triazol-1-yl)ethyl)-4-fluoro-5-(5-fluoro-2-nitrophenyl)indoline